5,7,8,9-tetrahydro-6H-pyrido[3,2-b]azepin-6-one N1=CC=CC=2NC(CCCC21)=O